FC(OC1=CC(=C(C=C1)C1=CC(=NC(=C1)OCC)NC(C=1C(N(C=C(C1)CNC[C@H](C)OC)C1CC1)=O)=O)C(=O)N1CC(C1)F)F N-(4-{4-Difluoromethoxy-2-[(3-fluoro-1-azetidinyl)carbonyl]phenyl}-6-ethoxy-2-pyridyl)-5-{[(S)-2-methoxypropylamino]methyl}-1-cyclopropyl-2-oxo-1,2-dihydronicotinamide